C(CCCCCC(C)C)S(=O)(=O)[O-] isononyl-sulfonate